butyl-2'-(4,8-dimethyl-1,5,6,7-tetrahydro-s-indacen-2-yl)biphenyl-2-ol C(CCC)C1=C(C(=CC=C1)C1=C(C=CC=C1)C=1CC2=C(C=3CCCC3C(=C2C1)C)C)O